(1r,3r)-3-(7-fluorobenzo[d]thiazol-4-yl)cyclobutyl 1H-imidazole-1-carboxylate N1(C=NC=C1)C(=O)OC1CC(C1)C1=CC=C(C2=C1N=CS2)F